Cl.CC1(C(CC2=CC=CC=C12)NC=1C=NC(=CC1)C(C(F)(F)F)NC)C N-(1,1-Dimethyl-2,3-dihydro-1H-inden-2-yl)-6-(2,2,2-trifluoro-1-(methylamino)ethyl)pyridin-3-amine hydrochloride